4-(2,2,2-trifluoroethyl)phenol bis(2,2,2-trifluoroacetate) FC(C(=O)O)(F)F.FC(C(=O)O)(F)F.FC(CC1=CC=C(C=C1)O)(F)F